2-(4-(4-(aminomethyl-d2)-1-oxo-1,2-dihydrophthalazin-6-yl)-1-methyl-1H-pyrazol-5-yl)-1-naphthonitrile NC(C1=NNC(C2=CC=C(C=C12)C=1C=NN(C1C1=C(C2=CC=CC=C2C=C1)C#N)C)=O)([2H])[2H]